Tert-Butyl 4-(1,7-dimethyl-2,3-dioxo-2,3-dihydropyrido[2,3-b]pyrazin-4(1H)-yl)piperidine-1-carboxylate CN1C2=C(N(C(C1=O)=O)C1CCN(CC1)C(=O)OC(C)(C)C)N=CC(=C2)C